O1COC2=C1C=CC(=C2)C[C@@H](C(=O)NO)N2N=NC(=C2)CNS(=O)(=O)C=2SC(=CC2)C2=NC=CC=C2 (2S)-3-(1,3-benzodioxol-5-yl)-2-[4-[[[5-(2-pyridyl)-2-thienyl]sulfonylamino]methyl]triazol-1-yl]propanehydroxamic acid